COC(=O)C1=CSC=2C1=NC(=CC2C(F)(F)F)N2CC1(C2)CN(C1)C(=O)OC(C)(C)C 5-(6-(Boc)-2,6-diazaspiro[3.3]hept-2-yl)-7-(trifluoromethyl)thieno[3,2-b]pyridine-3-carboxylic acid methyl ester